4-(diimidazolylamino)cyclohexanone N1C(=NC=C1)N(C1CCC(CC1)=O)C=1NC=CN1